FC1=C(OC=2N=CC(=NC2)NC([C@H](C)N2CC(N(CC2)C(=O)C2=CN(C(C=C2)=O)CCOC2OCCCC2)(C)C)=O)C=CC(=C1)F (2S)-N-(5-(2,4-difluorophenoxy)pyrazin-2-yl)-2-(3,3-dimethyl-4-(6-oxo-1-(2-((tetrahydro-2H-pyran-2-yl)oxy)ethyl)-1,6-dihydropyridine-3-carbonyl)piperazin-1-yl)propanamide